BrC1=C(C=C(C=C1)OC1=NC=CC=C1[N+](=O)[O-])OC1=NC=CC=C1[N+](=O)[O-] 6-((4-bromo-1,3-phenylene)bis(oxy))bis(3-nitropyridine)